19-carboxyl-4-androstene-3,17-dione C(=O)(O)C[C@]12CCC(C=C1CC[C@H]1[C@@H]3CCC([C@@]3(C)CC[C@H]21)=O)=O